CC(C)(CCC[C@@H](C)[C@H]1CC[C@H]2[C@@H]3CC=C4C[C@H](CC[C@]4(C)[C@H]3CC[C@]12C)O)O 5-cholestene-3β,25-diol